BrC1=C(C=C(C=C1)NC(OC(C)C)=O)P1(CCCC1)=O isopropyl (4-bromo-3-(1-oxidophospholan-1-yl)phenyl)carbamate